1-methyl-4-(1-methyl-1H-indol-3-ylmethyl)-imidazole-2-carboxylic acid CN1C(=NC(=C1)CC1=CN(C2=CC=CC=C12)C)C(=O)O